2,2'-azobis[2-methylbutanenitrile] N(=NC(C#N)(CC)C)C(C#N)(CC)C